FC12CC(C1)(C2)C=O 3-fluoro-bicyclo[1.1.1]pentane-1-carbaldehyde